N-[4-(9-phenyl-9H-carbazol-2-yl)phenyl]amine C1(=CC=CC=C1)N1C2=CC=CC=C2C=2C=CC(=CC12)C1=CC=C(C=C1)N